3-(2-(((1S,3S)-3-((4-(aminomethyl)cyclohexyl)amino)cyclopentyl)amino)-5-(trifluoromethyl)pyrimidine-4-yl)-7-(dimethylphosphoryl)-1H-indole-6-carboxylic acid NCC1CCC(CC1)N[C@@H]1C[C@H](CC1)NC1=NC=C(C(=N1)C1=CNC2=C(C(=CC=C12)C(=O)O)P(=O)(C)C)C(F)(F)F